NC1=CC(=C(N=N1)Cl)[C@@H](COC)NCC(CN1C(C2=CC=CC=C2C1=O)=O)(F)F (S)-2-(3-((1-(6-Amino-3-chloropyridazin-4-yl)-2-methoxyethyl)amino)-2,2-difluoropropyl)isoindoline-1,3-dione